(R)-3-ethynyl-3-methylpyrrolidine-1-carboxylic acid tert-butyl ester C(C)(C)(C)OC(=O)N1C[C@@](CC1)(C)C#C